CCCCCCC(CCC)C(=O)N Decane-7-carboxamide